1-(2-fluoro-4-(5-(trifluoromethyl)-1,2,4-oxadiazol-3-yl)phenyl)-2-(pyrimidin-5-yloxy)ethan-1-one tert-butyl-{2-[1-(difluoromethyl)-1H-pyrazol-5-yl]-2-oxoethyl}carbamate C(C)(C)(C)N(C(O)=O)CC(=O)C1=CC=NN1C(F)F.FC1=C(C=CC(=C1)C1=NOC(=N1)C(F)(F)F)C(COC=1C=NC=NC1)=O